2-(hydroxymethyl)cyclopropane-1-carboxylic acid OCC1C(C1)C(=O)O